methyl-[1,4'-bipiperidin]-4-amine CC1N(CCC(C1)N)C1CCNCC1